FC(C(=O)N1CCCC1)(F)F (2R)-1-(trifluoroacetyl)pyrrolidine